BrC=1C(=NN2C1COC(C2)C)C2=NC=C(C=C2)F 3-bromo-2-(5-fluoropyridin-2-yl)-6-methyl-6,7-dihydro-4H-pyrazolo[5,1-c][1,4]oxazine